tert-butyl (1S,6S)-5-(1-(6-(bis(4-methoxybenzyl)amino)-3-(methylthio)-1,2,4-triazin-5-yl)-1,3-dioxopentan-2-yl)-2,5-diazabicyclo[4.2.0]octane-2-carboxylate COC1=CC=C(CN(C2=C(N=C(N=N2)SC)C(C(C(CC)=O)N2CCN([C@H]3CC[C@H]23)C(=O)OC(C)(C)C)=O)CC2=CC=C(C=C2)OC)C=C1